(E)-N-(4-(1-(4-(4-(5-((2-(2,6-dioxopiperidin-3-yl)-1-oxoisoindolin-4-yl)amino)pentanoyl)piperazin-1-yl)benzoyl)piperidin-4-yl)butyl)-3-(pyridin-3-yl)acrylamide O=C1NC(CCC1N1C(C2=CC=CC(=C2C1)NCCCCC(=O)N1CCN(CC1)C1=CC=C(C(=O)N2CCC(CC2)CCCCNC(\C=C\C=2C=NC=CC2)=O)C=C1)=O)=O